5-bromo-2-(1-oxaspiro[2.5]oct-6-yl)pyrazolo[3,4-c]pyridine BrC1=CC=2C(C=N1)=NN(C2)C2CCC1(CO1)CC2